C(C)(C)(C)[S@@](=O)N[C@@H](CC(C(=O)OC)C(=O)OC)C(F)(F)F Dimethyl 2-((S)-2-(((R)-tert-butylsulfinyl)amino)-3,3,3-trifluoropropyl)malonate